NCCOCC12CC(N(C2C1)C(CNC(C1=CC=C(C=C1)OC1=CC=C(C=C1)F)=O)=O)C(=O)N[C@H](C)C=1SC=C(C1)C(N)=N 5-((2-aminoethoxy)methyl)-N-((R)-1-(4-carbamimidoylthiophen-2-yl)ethyl)-2-((4-(4-fluorophenoxy)benzoyl)glycyl)-2-azabicyclo[3.1.0]hexane-3-carboxamide